(E)-2-(4-(6-([11C]methylamino)pyridine-3-yl)buta-1-en-3-ynyl)benz[d]thiazole-6-ol [11CH3]NC1=CC=C(C=N1)C#C/C=C/C=1SC2=C(N1)C=CC(=C2)O